sodium indoleacetic acid salt N1C(=CC2=CC=CC=C12)CC(=O)[O-].[Na+]